N-Benzyl-4-(N-phenethylacrylamido)tetrahydro-2H-pyran-4-carboxamide C(C1=CC=CC=C1)NC(=O)C1(CCOCC1)N(C(C=C)=O)CCC1=CC=CC=C1